N1(C=CC=C1)C1=CC=C(C=C1)NC(\C(=C(\C=1C=NOC1C)/O)\C#N)=O (Z)-N-(4-(1H-pyrrol-1-yl)phenyl)-2-cyano-3-hydroxy-3-(5-methylisoxazol-4-yl)acrylamide